3-[2-(2-furylmethyl-amino)imidazo[2,1-b][1,3,4]thiadiazol-5-yl]-N,N-dimethyl-benzamide O1C(=CC=C1)CNC1=NN2C(S1)=NC=C2C=2C=C(C(=O)N(C)C)C=CC2